(1S)-1'-(5-(2,3-dichlorophenyl)-4-methoxy-6-methylpyrimidin-2-yl)-1,3-dihydrospiro[indene-2,4'-piperidine]-1-amine ClC1=C(C=CC=C1Cl)C=1C(=NC(=NC1C)N1CCC2(CC1)[C@@H](C1=CC=CC=C1C2)N)OC